P(O)(=O)(F)F difluorophosphoric acid